(2,4-dichlorophenyl)-4-methyl-1H-pyrazole-3-carboxamide ClC1=C(C=CC(=C1)Cl)N1N=C(C(=C1)C)C(=O)N